(4-fluoro-3-methyl-phenyl)-boronic acid FC1=C(C=C(C=C1)B(O)O)C